CC1=CC(=CC=2N1C=C(N2)CO)C (5,7-dimethylimidazo[1,2-a]pyridin-2-yl)methanol